C(CC)(=O)OC1C2C3CCCC3=C(C1)C2 hexahydro-4,7-methyleneinden-5-yl propionate